FC(C(=O)OCCC)C propyl fluoro-propionate